C(C)(C)(C)OC(=O)N1CC(=CC1)C=1C=C(C=2N(C1)C=NC2)Cl 3-{8-chloroimidazo[1,5-a]pyridin-6-yl}-2,5-dihydro-1H-pyrrole-1-carboxylic acid tert-butyl ester